ClC1=C(CSC2=NC=3N(C(N(C(C3N2C)=O)C)=O)C)C=C(C=C1)Cl 8-(2,5-dichlorobenzylthio)-1,3,7-trimethyl-1H-purine-2,6(3H,7H)-dione